6-bromo-4-ethyl-3,4-dihydroisoquinolin-1(2H)-one BrC=1C=C2C(CNC(C2=CC1)=O)CC